2,2,3-Trichloropropionic acid ClC(C(=O)O)(CCl)Cl